COC1=CC=C(C=N1)[C@H]1CC(CCC1)C(C(=O)O)C 2-((3R)-3-(6-methoxypyridin-3-yl)cyclohexyl)propanoic acid